[2-(4-bromo-2,6-difluoro-phenyl)ethoxy]acetic acid tert-butyl ester C(C)(C)(C)OC(COCCC1=C(C=C(C=C1F)Br)F)=O